methyl-pyridin CC1=NC=CC=C1